N[C@H](C(=O)N)CC1C(NC2=CC=CC=C2C1)=O (2S)-2-amino-3-(2-oxo-1,2,3,4-tetrahydroquinolin-3-yl)propanamide